2-thioxo-2,3,5,6,7,8-hexahydropyrido[3,4-d]pyrimidin S=C1NC=C2C(=N1)CNCC2